C(C)(C)(C)C1=C(C(=CC(=C1)NC1=NC(=NC(=N1)SCCCCCCCC)SCCCCCCCC)C(C)(C)C)O 2,6-di-tert-butyl-4-(4,6-dioctylthio-1,3,5-triazin-2-ylamino)phenol